N-[2-(hydroxymethyl)-3-[4-(trifluoromethyl)phenyl]propyl]-2-(methanesulfonamidomethyl)morpholine-4-carboxamide OCC(CNC(=O)N1CC(OCC1)CNS(=O)(=O)C)CC1=CC=C(C=C1)C(F)(F)F